C(#N)C1=CC(=C(C(=O)O)C=C1OC1CCC(CC1)(C(=O)OCC1=CC=CC2=CC=CC=C12)C)OC 4-Cyano-2-methoxy-5-(((1s,4s)-4-methyl-4-((naphthalen-1-ylmethoxy)carbonyl)cyclohexyl)oxy)benzoic acid